O=C1N(C(C=C1)=O)CC1=CC=C(C=C1)C(NCCOCCOCCOCCOCCOCCOCCC)=O 1-(4-((2,5-dioxo-2,5-dihydro-1H-pyrrol-1-yl)methyl)phenyl)-1-oxo-5,8,11,14,17,20-hexaoxa-2-azatricosan